[Si](C)(C)(C(C)(C)C)O[C@@H]([C@H]([C@H](C/C=C(/C(=O)N[C@H](CC(C)C)C(=O)OCC(Cl)(Cl)Cl)\C)OCSC)C)\C(=C\C)\C 2,2,2-trichloroethyl ((2E,5S,6S,7S,8E)-7-((tert-butyldimethylsilyl)oxy)-2,6,8-trimethyl-5-((methylthio)methoxy)deca-2,8-dienoyl)-D-leucinate